2-(4-(3-isopropyl-2-(2-methyl-8-(trifluoromethyl)imidazo[1,2-a]pyridin-6-yl)-1H-indol-5-yl)piperidin-1-yl)-N,N-dimethylacetamide C(C)(C)C1=C(NC2=CC=C(C=C12)C1CCN(CC1)CC(=O)N(C)C)C=1C=C(C=2N(C1)C=C(N2)C)C(F)(F)F